C1=CC=CC=2C3=CC=CC=C3C(C12)COC(=O)NCCCNC1=C(C=C(C=C1)C(=O)N1C[C@@H](CCC1)NC(OC(C)(C)C)=O)[N+](=O)[O-] 1,1-dimethylethyl {(3R)-1-[(4-{[3-({[(9H-fluoren-9-ylmethyl)oxy]carbonyl}amino)propyl]amino}-3-nitrophenyl)carbonyl]-3-piperidinyl}carbamate